2-(4-fluoro-2-(trifluoromethyl)benzamido)butanoic acid FC1=CC(=C(C(=O)NC(C(=O)O)CC)C=C1)C(F)(F)F